2-(3,5-dichloro-4-((2,2'-difluoro-6-hydroxy-5'-(trifluoromethyl)-[1,1'-biphenyl]-3-yl)methyl)phenoxy)acetic acid ClC=1C=C(OCC(=O)O)C=C(C1CC=1C(=C(C(=CC1)O)C1=C(C=CC(=C1)C(F)(F)F)F)F)Cl